OC1CC2CCC(C1)N2CCCC=2NC(C=1C=CC=NC1C2)=O 7-(3-(3-hydroxy-8-azabicyclo[3.2.1]octan-8-yl)propyl)-1,6-naphthyridin-5(6H)-one